2-(3-((1-methyl-1H-tetrazol-5-yl)(oxetan-3-yl)methyl)phenyl)-6-(((1-methylcyclobutyl)amino)methyl)-4-(trifluoromethyl)isoindolin-1-one CN1N=NN=C1C(C=1C=C(C=CC1)N1C(C2=CC(=CC(=C2C1)C(F)(F)F)CNC1(CCC1)C)=O)C1COC1